5-((4-cyclopentyl-3-(trifluoromethyl)benzyl)oxy)-1H-indole C1(CCCC1)C1=C(C=C(COC=2C=C3C=CNC3=CC2)C=C1)C(F)(F)F